[Br-].[Mg+2].C(C)(C)C1=CC(=CC(=C1)C(C)C)C(C)C.[Br-] 2,4,6-triisopropylbenzene magnesium bromide